4-((2'S,3S,4'S,5'R)-1-(2-carboxybenzyl)-6-chloro-4'-(3-chloro-2-fluorophenyl)-2'-Neopentylspiro[indoline-3,3'-pyrrolidine]-5'-carboxamido)-3-methoxybenzoic acid C(=O)(O)C1=C(CN2C[C@@]3([C@@H](N[C@H]([C@@H]3C3=C(C(=CC=C3)Cl)F)C(=O)NC3=C(C=C(C(=O)O)C=C3)OC)CC(C)(C)C)C3=CC=C(C=C23)Cl)C=CC=C1